N-methyl-N-(1-((6-morpholino-2-(3-(m-tolyl)-1H-pyrazol-1-yl)-9H-purin-8-yl)methyl)piperidin-4-yl)methanesulfonamide CN(S(=O)(=O)C)C1CCN(CC1)CC=1NC2=NC(=NC(=C2N1)N1CCOCC1)N1N=C(C=C1)C=1C=C(C=CC1)C